C1C=CC2=CC=CC=C12 (1S,2R)-indene